C1(CCCC1)N1C(=NC2=C1C=CC=C2)C2=CC(=NN2)NC(C2=CC=C(C=C2)NC2CCN(CC2)C)=O N-(5-(1-cyclopentyl-1H-benzo[d]imidazol-2-yl)-1H-pyrazol-3-yl)-4-((1-methylpiperidin-4-yl)amino)benzamide